5-(4-chloro-2-fluoro-phenyl)-2,3-dimethyl-7-((2S)-2-(5-methyl-1,2,4-oxadiazol-3-yl)-4-morpholinyl)pyrido-[4,3-d]pyrimidin-4(3H)-one ClC1=CC(=C(C=C1)C1=NC(=CC=2N=C(N(C(C21)=O)C)C)N2C[C@H](OCC2)C2=NOC(=N2)C)F